(6R)-6-Benzyloxy-12-(methoxymethyl)-17-nitro-6,15-bis(trifluoromethyl)-19-oxa-3,4,13,18-tetrazatricyclo[12.3.1.12,5]nonadeca-1(18),2,4,8,14,16-hexaene C(C1=CC=CC=C1)O[C@]1(C2=NN=C(C=3C(=CC(=C(NC(CCC=CC1)COC)N3)C(F)(F)F)[N+](=O)[O-])O2)C(F)(F)F